ClC1=NC=C(C(=C1)N1C(C(=C(C=C1C)OC(C)C1=NC=C(C=C1F)F)Cl)=O)C 2',3-dichloro-4-(1-(3,5-difluoropyridin-2-yl)ethoxy)-5',6-Dimethyl-2H-[1,4'-bipyridine]-2-one